C(C1=CC=CC=C1)NC(=O)NNC=1C=2N=CN([C@H]3[C@H](O)[C@H](O)[C@@H](CO)O3)C2N=CN1 N6-(benzylcarbamoylamino)-adenosine